4-(((2-(dimethylamino)ethyl)amino)methylene)-N-(3-fluoro-4-methylphenyl)-3,5-dioxocyclohexane-1-carboxamide CN(CCNC=C1C(CC(CC1=O)C(=O)NC1=CC(=C(C=C1)C)F)=O)C